S1C2=C(C=C1)C=C(C=C2)C(S\C(=C(\C)/N(C=O)CC=2C(=NC(=NC2)C)N)\CCO)=O (Z)-S-(2-(N-((4-amino-2-methylpyrimidin-5-yl)methyl)formamido)-5-hydroxypent-2-en-3-yl) benzo[b]thiophene-5-carbothioate